N-((S)-3-(3,4-Dihydroisochinolin-2(1H)-yl)-2-hydroxypropyl)-6-(3-fluoropyrrolidin-1-yl)imidazo[1,2-a]pyrazin-2-carboxamid C1N(CCC2=CC=CC=C12)C[C@H](CNC(=O)C=1N=C2N(C=C(N=C2)N2CC(CC2)F)C1)O